ClC1=CC(=C(COC2=CC=CC(=N2)C2CCN(CC2)CC2=NC3=C(N2CC=2N(C=CN2)CC)C=C(C=C3)C(=O)O)C=C1)F 2-[(4-{6-[(4-chloro-2-fluorobenzyl)oxy]pyridin-2-yl}piperidin-1-yl)methyl]-1-[(1-ethyl-1H-imidazol-2-yl)methyl]-1H-benzimidazole-6-carboxylic acid